(3s,5r)-3-aminomethyl-8-cyclopropyl-5-methyl-octanoic acid NC[C@H](CC(=O)O)C[C@@H](CCCC1CC1)C